3-isopropyl-5-(4-(1-((5-(4-(methyl-sulfonyl)phenyl)thiazolo[5,4-b]pyridin-2-yl)oxy)ethyl)phenyl)-1,2,4-oxadiazol C(C)(C)C1=NOC(=N1)C1=CC=C(C=C1)C(C)OC=1SC2=NC(=CC=C2N1)C1=CC=C(C=C1)S(=O)(=O)C